3-benzylsulfanyl-4-methyl-pyridine C(C1=CC=CC=C1)SC=1C=NC=CC1C